ClC1=NC(=CC=C1C#N)Cl 2,6-dichloropyridin-3-carbonitrile